5-(3-(1H-tetrazol-5-yl)phenyl)-3-methyl-2-phenylpyrazolo[1,5-a]pyrimidin-7(4H)-one N1N=NN=C1C=1C=C(C=CC1)C=1NC=2N(C(C1)=O)N=C(C2C)C2=CC=CC=C2